C(C)(C)(C)[Si](OCC(C(=O)N)(C)NCC1=CC=C(C=C1)OC)(C)C (tert-Butyl-dimethyl-silanyloxy)-2-(4-methoxy-benzylamino)-2-methyl-propionamide